(1R,3R)-3-(((2-bromo-5-(trifluoromethyl)pyrazolo[1,5-a]pyrimidin-7-yl)amino)methyl)-3-phenylcyclopentan-1-ol BrC1=NN2C(N=C(C=C2NC[C@]2(C[C@@H](CC2)O)C2=CC=CC=C2)C(F)(F)F)=C1